azobis(2-amino-propionamidine) hydrochloride Cl.N(=NC(C(=N)N)(C)N)C(C(=N)N)(C)N